[N+](=O)([O-])C1=C(C(=CC=C1)O)C nitro-cresol